CN(C(OC(C)(C)C)=O)CC[C@H](C=1SC=CC1)OCC1=CC(=CC=C1)N1CCN(C2=C(C1=O)C=CC=C2)C tert-Butyl (R)-methyl(3-((3-(1-methyl-5-oxo-1,2,3,5-tetrahydro-4H-benzo[e][1,4]diazepin-4-yl)benzyl)oxy)-3-(thiophen-2-yl)propyl)carbamate